FC(C=1C=NC(=NC1)N1CCC(CC1)NC(NOC[C@H](C)NC(OC(C)(C)C)=O)=O)(F)F (S)-tert-butyl (1-((3-(1-(5-(trifluoromethyl)pyrimidin-2-yl)piperidin-4-yl)ureido)oxy)propan-2-yl)carbamate